4,4'-bis(hexyloxy)-3-methyl-azobenzene C(CCCCC)OC1=C(C=C(C=C1)N=NC1=CC=C(C=C1)OCCCCCC)C